(1S)-1'-[7-(1-ethyl-5-methyl-pyrazol-4-yl)-6-methyl-pyrazolo[1,5-a]pyrazin-4-yl]-6-methoxy-spiro[indane-2,4'-piperidine]-1-amine hydrochloride Cl.C(C)N1N=CC(=C1C)C1=C(N=C(C=2N1N=CC2)N2CCC1(CC2)[C@@H](C2=CC(=CC=C2C1)OC)N)C